4-(3-(Difluoromethoxy)phenyl)-N-(3-(2,2-difluoropropyl)-1,2,4-thiadiazol-5-yl)-5-methyl-furan-2-carboxamide FC(OC=1C=C(C=CC1)C=1C=C(OC1C)C(=O)NC1=NC(=NS1)CC(C)(F)F)F